3-caffeoyl-5-feruloylquinic acid COC1=C(C=CC(=C1)/C=C/C(=O)O[C@@H]2C[C@@](C[C@H]([C@H]2O)OC(=O)/C=C/C3=CC(=C(C=C3)O)O)(C(=O)O)O)O